4-fluoro-6-(2-imidazol-1-ylethoxy)-2,3-dihydro-1H-inden FC1=C2CCCC2=CC(=C1)OCCN1C=NC=C1